C(C)(C)(C)OC(=O)N1C[C@H]([C@@H](CC1)N1N=CC(=C1)N)F (3R,4R)-4-(4-amino-1H-pyrazol-1-yl)-3-fluoropiperidine-1-carboxylic acid tert-butyl ester